C(C)(C)(C)OC(=O)N1C[C@@H](N(CC1)C(C)=O)COC.C(C)(=O)NC1=NC2=C(N1)C=C(C=C2)C=2C=C(C(=O)NCC1=CC=CC=C1)C=CC2 3-(2-acetamido-1H-benzo[d]imidazol-6-yl)-N-benzyl-benzamide tert-butyl-(R)-4-acetyl-3-(methoxymethyl)piperazine-1-carboxylate